N-phenyl-pivalamide C1(=CC=CC=C1)NC(C(C)(C)C)=O